(S)-2-acetoxy-2-phenylacetic acid C(C)(=O)O[C@H](C(=O)O)C1=CC=CC=C1